C1CCC2=C(C=3CCCC3C=C12)NC(=O)N=[S@@](=O)(N)C1=CC(=CC=C1)CN1CCOCC1 (S)-N'-((1,2,3,5,6,7-hexahydro-s-indacen-4-yl)carbamoyl)-3-(morpholinomethyl)benzenesulfonimidamide